N-[2-(2-aminoethoxy)ethyl]-4-[[3-[1-(cyanomethyl)-3-(difluoromethyl)pyrazol-4-yl]imidazo[1,2-a]pyrazin-8-yl]amino]-2-ethylbenzamide NCCOCCNC(C1=C(C=C(C=C1)NC=1C=2N(C=CN1)C(=CN2)C=2C(=NN(C2)CC#N)C(F)F)CC)=O